N1(CCC1)C(CN1C(N(C2=NC=C(C=C21)C=2SC(=CC2)F)C)=O)=O 1-[2-(azetidin-1-yl)-2-oxo-ethyl]-6-(5-fluoro-2-thienyl)-3-methyl-imidazo[4,5-b]pyridin-2-one